FC(C=1C(=CN(C(C1)=O)C)C(=O)NC1=C(C=C(C(=C1)C=1C=NN(C1)CCN1CCOCC1)F)N1C[C@H](N([C@H](C1)C)C)C)F |r| 4-(difluoromethyl)-N-[4-fluoro-5-[1-(2-morpholin-4-ylethyl)pyrazol-4-yl]-2-[rac-(3R,5S)-3,4,5-trimethylpiperazin-1-yl]phenyl]-1-methyl-6-oxopyridine-3-carboxamide